ClC=1C(=C(C(=CC1)N1N=C(N=C1)C(F)F)CN)F [3-Chloro-6-[3-(difluoromethyl)-1,2,4-triazol-1-yl]-2-fluorophenyl]methanamine